C(C)(=O)N1CCN(CC1)C1=CC=C(C=C1)C=1OC2=C(C=C(C=C2C(C1)=O)C)[C@H](C)NC1=C(C(=O)O)C=CC=C1 (S)-2-((1-(2-(4-(4-acetylpiperazin-1-yl)phenyl)-6-methyl-4-oxo-4H-chromen-8-yl)ethyl)amino)benzoic acid